C(C)(C)(C)C1=CC=C(C=C1)NC1=CC=C2C=CC=3C(=CC=C4C=CC1=C2C34)NC3=CC=C(C=C3)C(C)(C)C N,N'-bis(4-t-butylphenyl)pyrene-1,6-diamine